(S)-1-(5-((2-amino-3-chloropyridin-4-yl)thio)pyrazin-2-yl)-3'-chloro-4'H,6'H-spiro[piperidine-4,5'-pyrrolo[1,2-b]pyrazol]-4'-amine (trifluoroacetate) FC(C(=O)O)(F)F.NC1=NC=CC(=C1Cl)SC=1N=CC(=NC1)N1CCC2([C@@H](C=3N(N=CC3Cl)C2)N)CC1